CC1CNCCN1C(C1=C(C=CC=C1)C)=O 3-methyl-4-(2-methylbenzoyl)piperazine